C(=O)(C=1C(OC2=CC(=CC(=C2C1)OCCC)OCCC)=O)C=1C(OC2=CC(=CC(=C2C1)OCCC)OCCC)=O 3,3'-carbonylbis[5,7-di(propoxy)coumarin]